COC(=O)C1=CN=NN1CCC(F)(F)F 1-(3,3,3-trifluoropropyl)-1H-1,2,3-triazole-5-carboxylic acid methyl ester